FC=1C=CC=2N(C3=CC=C(C=C3C2C1)F)CC(CN1C(CC(C1)CC)=O)(C)O 1-(3-(3,6-difluoro-9H-carbazol-9-yl)-2-hydroxy-2-methylpropyl)-4-ethylpyrrolidin-2-one